C[C@@H]1CC[C@H](N(C1)C(C(=O)NC=1C=C(C=NC1)C(=O)N)=O)C1=CC(=CC=C1)S(NC)(=O)=O 5-[[2-[(2S,5R)-5-methyl-2-[3-(methylsulfamoyl)phenyl]-1-piperidyl]-2-oxo-acetyl]amino]pyridine-3-carboxamide